FC(C1=CC=C(C=C1)NC1=C(C=CC=C1)C1=NN=C(O1)C1(CCC1)O)(F)F 1-(5-(2-((4-(trifluoromethyl)phenyl)amino)phenyl)-1,3,4-oxadiazol-2-yl)cyclobutanol